FC(C)(F)C1=CC(=C(CBr)C=C1)[N+](=O)[O-] 4-(1,1-difluoroethyl)-2-nitrobromotoluene